Trans-4-((5-difluoromethylpyridin-2-yl)oxy)-cyclohexanecarboxylic acid FC(C=1C=CC(=NC1)O[C@@H]1CC[C@H](CC1)C(=O)O)F